[6-[[1-[1-(3-fluoro-2-pyridyl)-4-methyl-4-piperidyl]pyrazol-4-yl]methyl]-2-oxo-benzo[cd]indol-1-yl]piperidine-2,6-dione FC=1C(=NC=CC1)N1CCC(CC1)(C)N1N=CC(=C1)CC=1C=2C3=C(C(N(C3=CC1)N1C(CCCC1=O)=O)=O)C=CC2